[14C]alanine C[C@@H](C(=O)O)N